Cl.N1C[C@H](CC1)O (S)-3-pyrrolidinol hydrochloride